O=C1NC(CCC1N1C(C2=CC=C(C=C2C1=O)NCCCCCCCCCNC(OC(C)(C)C)=O)=O)=O tert-butyl (9-((2-(2,6-dioxopiperidin-3-yl)-1,3-dioxoisoindolin-5-yl)amino)nonyl)carbamate